1-(3-Chloro-4-methylphenyl)-N-cyclopropyl-1H-pyrrolo[2,3-b]pyridine-2-carboxamide ClC=1C=C(C=CC1C)N1C(=CC=2C1=NC=CC2)C(=O)NC2CC2